N1N=CC(=C1)CNC1CCC(CC1)NC1=NC=C(C(=N1)C=1C=NN(C1CC1CC1)C)F (1R,4R)-N1-((1H-pyrazol-4-yl)methyl)-N4-(4-(5-(cyclopropyl-methyl)-1-methyl-1H-pyrazol-4-yl)-5-fluoropyrimidin-2-yl)cyclohexane-1,4-diamine